The molecule is a heparin octasaccharide consisting of 4-deoxy-2-O-sulfo-L-threo-hex-4-enopyranuronosyl, 2-deoxy-6-O-sulfo-2-(sulfoamino)-D-glucopyranosyl, 2-O-sulfo-L-idopyranuronosyl, 2-deoxy-6-O-sulfo-2-(sulfoamino)-D-glucopyranosyl, 2-O-sulfo-L-idopyranuronosyl, 2-deoxy-6-O-sulfo-2-(sulfoamino)-D-glucopyranosyl, 2-O-sulfo-L-idopyranuronosyl, and 2-deoxy-6-O-sulfo-2-(sulfoamino)-alpha-D-glucopyranose joined in sequence by alpha-(1->4) linkages. Sequence: DUAp2S-(1-4)-a-D-GlcNpS6S-(1-4)-a-L-IdoAp2S-(1-4)-a-D-GlcNpS6S-(1-4)-a-L-IdoAp2S-(1-4)-a-D-GlcNpS6S-(1-4)-a-L-IdoAp2S-(1-4)-a-D-GlcNpS6S. It is a heparin octasaccharide, an oligosaccharide sulfate and an amino octasaccharide. C1=C(O[C@H]([C@@H]([C@H]1O)OS(=O)(=O)O)O[C@@H]2[C@H](O[C@@H]([C@@H]([C@H]2O)NS(=O)(=O)O)O[C@H]3[C@@H]([C@H]([C@@H](O[C@H]3C(=O)O)O[C@@H]4[C@H](O[C@@H]([C@@H]([C@H]4O)NS(=O)(=O)O)O[C@H]5[C@@H]([C@H]([C@@H](O[C@H]5C(=O)O)O[C@@H]6[C@H](O[C@@H]([C@@H]([C@H]6O)NS(=O)(=O)O)O[C@H]7[C@@H]([C@H]([C@@H](O[C@H]7C(=O)O)O[C@@H]8[C@H](O[C@@H]([C@@H]([C@H]8O)NS(=O)(=O)O)O)COS(=O)(=O)O)OS(=O)(=O)O)O)COS(=O)(=O)O)OS(=O)(=O)O)O)COS(=O)(=O)O)OS(=O)(=O)O)O)COS(=O)(=O)O)C(=O)O